C12(CC(C1)C2)NC(=O)C2=C(N=NC(=C2)OC[C@H](C)NS(=O)(=O)C(F)(F)F)Cl N-(1-bicyclo[1.1.1]pentanyl)-3-chloro-6-[(2S)-2-(trifluoromethylsulfonylamino)propoxy]pyridazine-4-carboxamide